FC(C(=O)O)(F)F.COC1=CC=2C3=C(C(=NC2C=C1OCCCN1CCCC1)N(C1=CC=CC=C1)C)CCC3 8-methoxy-N-methyl-N-phenyl-7-[3-(pyrrolidin-1-yl)propoxy]-1H,2H,3H-cyclopenta[c]quinolin-4-amine trifluoroacetate